(±)-propiolate hydrochloride Cl.C(C#C)(=O)O